O=C1NC(CCC1N1C(C2=CC=CC(=C2C1=O)N1CCC(CC1)C1C(C1)C(=O)O)=O)=O 2-{1-[2-(2,6-dioxopiperidin-3-yl)-1,3-dioxo-2,3-dihydro-1H-isoindol-4-yl]piperidin-4-yl}cyclopropane-1-carboxylic acid